4-(azidomethyl)-1H-indole N(=[N+]=[N-])CC1=C2C=CNC2=CC=C1